3-(5-(1'-(azetidin-3-ylmethyl)-[4,4'-bipiperidin]-1-yl)-3-methyl-2-oxo-2,3-dihydro-1H-benzo[d]imidazol-1-yl)piperidine-2,6-dione N1CC(C1)CN1CCC(CC1)C1CCN(CC1)C1=CC2=C(N(C(N2C)=O)C2C(NC(CC2)=O)=O)C=C1